C(C)SC1=CC=C(C=C1)C(C(=O)OCC)=O Ethyl 2-(4-(ethylsulfanyl) phenyl)-2-oxoacetate